C1=CC(=CC2=CC=C3C=C4C=CC=CC4=CC3=C12)O 3-tetraphenol